4,6-divinyl-pyrimidin-5-amine C(=C)C1=NC=NC(=C1N)C=C